1-chloro-N,N,N',N'-tetraisopropylphosphanediamine ClP(N(C(C)C)C(C)C)N(C(C)C)C(C)C